OC=1C(=CC2=CN(N=C2C1C)C)C1=NC2=CC=C(C=C2C(=N1)C1=NN=CN1)N1CCN(CC1)C(=O)OC(C)(C)C tert-butyl 4-[2-(6-hydroxy-2,7-dimethylindazol-5-yl)-4-(4H-1,2,4-triazol-3-yl) quinazolin-6-yl]piperazine-1-carboxylate